C(C(=O)[O-])(=O)[O-] anti-oxalate